FC1=NC(=CC=C1N1[C@@H](CN(CC1)C(=O)OC(C)(C)C)C)C(NC)=O tert-Butyl (R)-4-(2-fluoro-6-(methylcarbamoyl)pyridin-3-yl)-3-methylpiperazine-1-carboxylate